1-(1-phenyl-1H-pyrazol-4-yl)piperazine C1(=CC=CC=C1)N1N=CC(=C1)N1CCNCC1